((3S,5R)-4-acryloyl-3,5-dimethylpiperazin-1-yl)-7-(2-amino-4,6-difluorophenyl)-6-chloro-1-(2-isopropyl-4-methylpyridin-3-yl)-2-oxo-1,2-dihydroquinoline-3-carbonitrile C(C=C)(=O)N1[C@H](CN(C[C@H]1C)C1=C(C(N(C2=CC(=C(C=C12)Cl)C1=C(C=C(C=C1F)F)N)C=1C(=NC=CC1C)C(C)C)=O)C#N)C